3-(1-(adamantan-1-ylmethyl)-1H-pyrazol-4-yl)-7-(5-fluoro-6-(pyridin-2-ylamino)pyridin-3-yl)-7H-pyrrolo[2,3-c]pyridazine-4-carboxylic acid C12(CC3CC(CC(C1)C3)C2)CN2N=CC(=C2)C2=C(C3=C(N=N2)N(C=C3)C=3C=NC(=C(C3)F)NC3=NC=CC=C3)C(=O)O